N-{5-[(6,7-dimethoxy-4-quinolyl)oxy]-2-pyridyl}-2,5-dioxo-1-phenyl-1,2,5,6,7,8-hexahydro-3-quinolinecarboxamide methanesulfonate CS(=O)(=O)O.COC=1C=C2C(=CC=NC2=CC1OC)OC=1C=CC(=NC1)NC(=O)C=1C(N(C=2CCCC(C2C1)=O)C1=CC=CC=C1)=O